(1R,4r)-4-((R)-1-(((S)-6-phenyl-4-(((R)-1-phenyl-2-(pyrrolidin-1-yl)ethyl)amino)-5,6,7,8-tetrahydroquinazolin-2-yl)amino)propyl)cyclohexane-1-carboxylic acid C1(=CC=CC=C1)[C@@H]1CC=2C(=NC(=NC2CC1)N[C@H](CC)C1CCC(CC1)C(=O)O)N[C@@H](CN1CCCC1)C1=CC=CC=C1